4'-bromo-4-[(trityl)thio]-1,1'-biphenyl BrC1=CC=C(C=C1)C1=CC=C(C=C1)SC(C1=CC=CC=C1)(C1=CC=CC=C1)C1=CC=CC=C1